N,N-dibenzyl-3-{6-[2-(trifluoromethoxy)ethoxy]pyridin-3-yl}bicyclo[1.1.1]pentan-1-amine C(C1=CC=CC=C1)N(C12CC(C1)(C2)C=2C=NC(=CC2)OCCOC(F)(F)F)CC2=CC=CC=C2